Methyl 2-methyl-5-(5-(oxazol-5-yl)thiophen-2-yl)-2H-1,2,6-thiadiazine-3-carboxylate 1,1-dioxide CN1S(N=C(C=C1C(=O)OC)C=1SC(=CC1)C1=CN=CO1)(=O)=O